FC([C@@H](C)NC(=O)C=1N=CN2C1CN(CC2)C(=O)OC(C)(C)C)(F)F Tert-butyl (R)-1-((1,1,1-trifluoropropan-2-yl)carbamoyl)-5,6-dihydroimidazo[1,5-a]pyrazine-7(8H)-carboxylate